C1(C=CCCC1)NS(=O)(=O)C1=CC(=CC=C1)C(=O)N1CC2(C3=CC(=CC=C13)NS(=O)(=O)C)CCC1(CC2)CC1 N-(cyclohex-2-en-1-yl)-3-(5''-(methylsulfonamido)dispiro[cyclopropane-1,1'-cyclohexane-4',3''-indoline]-1''-carbonyl)benzenesulfonamide